ClC1=C(C=CC(=C1)F)C1=CNC(C2=CC(=CC=C12)O[C@@H](C(=O)N1C(COCC1)(C)C)C)=O (R)-4-(2-chloro-4-fluorophenyl)-7-((1-(3,3-dimethylmorpholino)-1-oxopropan-2-yl)oxy)isoquinolin-1(2H)-one